2-((5-amino-3-fluoropyridin-2-yl)oxy)cyclohexanol NC=1C=C(C(=NC1)OC1C(CCCC1)O)F